C1(=CC=CC=C1)S(=O)(=O)O.NC[C@H](C1=CC(=CC(=C1)F)Cl)NC(=O)C=1N=CN(C1)C1=NC(=NC=C1C)NC1CCOCC1 (S)-N-(2-amino-1-(3-chloro-5-fluoro-phenyl)ethyl)-1-(5-methyl-2-((tetrahydro-2H-pyran-4-yl)amino)-pyrimidin-4-yl)-1H-imidazole-4-carboxamide benzenesulfonic acid salt